N-(4-methylphenyl)-3-{4-oxo-4H,5H-pyrrolo[1,2-a]quinoxalin-5-yl}propionamide CC1=CC=C(C=C1)NC(CCN1C(C=2N(C3=CC=CC=C13)C=CC2)=O)=O